ClC1=C(C=C(C=C1)Cl)F 1,4-dichloro-2-fluorobenzene